C(C)(=O)N1[C@@H](CN(CC1)C(C=C)=O)C1=CC(=NC(=C1)Cl)C1=CC(=NC=N1)C(=O)NC (R)-6-(4-(1-acetyl-4-acryloylpiperazin-2-yl)-6-chloropyridin-2-yl)-N-methylpyrimidine-4-carboxamide